4-(6-(3-(tetrahydro-2H-pyran-4-yl)phenylamino)-1H-pyrrolo[3,2-c]pyridin-2-yl)picolinonitrile O1CCC(CC1)C=1C=C(C=CC1)NC1=CC2=C(C=N1)C=C(N2)C2=CC(=NC=C2)C#N